C[NH+]1C=CCC1 1-methyl-pyrrolinium